2-naphthylmethyl-benzylamine hydrochloride Cl.C1=C(C=CC2=CC=CC=C12)CNCC1=CC=CC=C1